N1CC(C1)NC1=CC=C(C=C1)NC1=NC=CC(=N1)NC1=NC(=NN2C1=CC=C2)C2=NC(=CC=C2)C N2-[4-(azetidin-3-ylamino)phenyl]-N4-[2-(6-methyl-2-pyridyl)pyrrolo[2,1-f][1,2,4]triazin-4-yl]pyrimidine-2,4-diamine